FC=1C=NN2C1N=CC=C2N2CCC1(C(N3[C@H](O1)CC[C@H]3C3=NC=CN=C3C)=O)CC2 (5'S,7a'R)-1-(3-fluoropyrazolo[1,5-a]pyrimidin-7-yl)-5'-(3-methylpyrazin-2-yl)tetrahydro-3'H-spiro[piperidine-4,2'-pyrrolo[2,1-b][1,3]oxazol]-3'-one